N1(N=CC=C1)CC1=CC2=C(C(=NO2)NS(=O)(=O)C2=C(C=CC=3OCCOC32)OC)C(=C1F)OC N-(6-((1H-pyrazol-1-yl)methyl)-5-fluoro-4-methoxybenzo[d]isoxazol-3-yl)-6-methoxy-2,3-dihydrobenzo[b][1,4]dioxine-5-sulfonamide